(aminomethyl)-1-(trans-3-hydroxycyclobutyl)-N,N-dimethyl-1H-pyrazole-3-carboxamide NCC=1C(=NN(C1)[C@@H]1C[C@H](C1)O)C(=O)N(C)C